{6-[({[(1-methyl-1H-tetrazol-5-yl) (phenyl) methylene]-amino} oxy) methyl] pyridin-2-yl} carbamate C(N)(OC1=NC(=CC=C1)CON=C(C1=CC=CC=C1)C1=NN=NN1C)=O